C(C)(C)(C)OC(NCC(C(NC1=CC=2C(=CN=CC2)S1)=O)C1=CC=C(C=C1)O)=O (2-(4-hydroxyphenyl)-3-oxo-3-(thieno[2,3-c]pyridin-2-ylamino)propyl)carbamic acid tert-butyl ester